4-amino-3-methyl-N-(1-methyl-1H-pyrazol-4-yl)-N-((6-(trifluoromethyl)imidazo[1,2-a]pyridin-2-yl)methyl)-1,3-dihydrofuro[3,4-c]quinoline-8-carboxamide NC1=NC=2C=CC(=CC2C2=C1C(OC2)C)C(=O)N(CC=2N=C1N(C=C(C=C1)C(F)(F)F)C2)C=2C=NN(C2)C